C(C1CO1)N(CC1CO1)CC1C(CCCC1)CN(CC1CO1)CC1CO1 1,2-bis(N,N-diglycidyl-aminomethyl)cyclohexane